NC1CCC(CC1)S(=O)(=O)N 4-aminocyclohexane-1-sulfonamide